CC1(N2C=3N=C(C=CC3C(NS(C=3C=CC=C(NCCC[C@@H](C1)C2)N3)(=O)=O)=O)N3N=C(C=C3)OC[Ge](C)(C)C)C (14S)-12,12-dimethyl-8-{3-[(trimethylgermyl)methoxy]-1H-pyrazol-1-yl}-2λ6-thia-3,9,11,18,23-pentaazatetracyclo[17.3.1.111,14.05,10]tetracosa-1(23),5(10),6,8,19,21-hexaene-2,2,4-trione